[Ir](Cl)Cl.C1=CC=CCCCC1 (cyclooctadiene) iridium dichloride